4-hydroxymethyl-1,3-dioxolan OCC1OCOC1